ClC=1C=C(C(NN1)=O)C1=CC(=NC=C1C(=O)NC=1SC2=C(N1)CNC2)C 4-(6-chloro-3-oxo-2,3-dihydropyridazin-4-yl)-N-(5,6-dihydro-4H-pyrrolo[3,4-d]thiazol-2-yl)-6-methylnicotinamide